C1(CC1)C=1C=C(C=CC1)C(=O)N1CCC2(C(N3[C@H](O2)CC[C@H]3C3=CC=CC=C3)=O)CC1 (5'S,7a'R)-1-(3-cyclopropylbenzene-1-carbonyl)-5'-phenyltetrahydro-3'H-spiro[piperidine-4,2'-pyrrolo[2,1-b][1,3]oxazol]-3'-one